O1C(OCC1)C=1C(=C(C=CC1)C=1C=C(N(N1)C)C(=O)O)OCC1=CC=C(C=C1)OC 5-[3-(1,3-dioxolan-2-yl)-2-[(4-methoxyphenyl)methoxy]phenyl]-2-methylpyrazole-3-carboxylic acid